2-(1,3-dioxane-2-yl)-6-[2-(3-pyridyl)-5-thiazolyl]-pyridine O1C(OCCC1)C1=NC(=CC=C1)C1=CN=C(S1)C=1C=NC=CC1